C(C1=CC=CC=C1)S(=O)(=O)CC1=CC=CC=C1 benzylsulfone